2-amino-N-(cyclopropylmethyl)isonicotinamide NC=1C=C(C(=O)NCC2CC2)C=CN1